NC1=NC2=CC=C(C=C2C=N1)C=1C(=C(C=CC1F)NS(=O)(=O)C1CCC(CC1)O)F (1r,4r)-N-[3-(2-aminoquinazolin-6-yl)-2,4-difluorophenyl]-4-hydroxycyclohexane-1-sulfonamide